3-((4-(2-(ethoxymethoxy)-4-ethynylphenyl)thieno[2,3-d]pyridazin-7-yl)amino)-1-methylcyclobutan-1-ol C(C)OCOC1=C(C=CC(=C1)C#C)C1=C2C(=C(N=N1)NC1CC(C1)(O)C)SC=C2